OC=1C=NC=CC1CO 3-hydroxy-4-hydroxymethyl-pyridine